hydrazinecarboxylic acid 2-pyridyldithioethyl ester N1=C(C=CC=C1)SSCCOC(=O)NN